6-[8-(1,3-benzothiazol-2-ylcarbamoyl)-3,4-dihydroisoquinolin-2(1H)-yl]-3-(5-methyl-1-{[6-(pyrrolidin-1-yl)pyridin-2-yl]methyl}-1H-pyrazol-4-yl)pyridine-2-carboxylic acid S1C(=NC2=C1C=CC=C2)NC(=O)C=2C=CC=C1CCN(CC21)C2=CC=C(C(=N2)C(=O)O)C=2C=NN(C2C)CC2=NC(=CC=C2)N2CCCC2